C1(CC1)N1C[C@@H](N(CC1)C1CCN(CC1)C1=C(C=C(C(=C1)OC)NC1=NC=NC(=C1)N1OCC[C@@H]1C1=CC(=CC(=C1)F)F)NC(C=C)=O)C N-(2-(4-((S)-4-cyclopropyl-2-methylpiperazine-1-yl)piperidine-1-yl)-5-((6-((R)-3-(3,5-difluorophenyl)-isoxazolidine-2-yl)pyrimidine-4-yl)amino)-4-methoxyphenyl)acrylamide